ClC=1N=CC(=NC1)C(=O)NC1=CC=2N(C(=C1)Cl)N=C(C2)C 5-chloro-N-(7-chloro-2-methyl-pyrazolo[1,5-a]pyridin-5-yl)pyrazine-2-carboxamide